(5S,8R)-8-[(1S)-2,2-difluoro-1-hydroxy-7-{imidazo[1,2-a]pyridin-8-yl}-2,3-dihydro-1H-inden-4-yl]-3,5-difluoro-5,6,7,8-tetrahydronaphthalene-1-carbonitrile FC1([C@H](C2=C(C=CC(=C2C1)[C@H]1CC[C@@H](C=2C=C(C=C(C12)C#N)F)F)C=1C=2N(C=CC1)C=CN2)O)F